O1COC2=C1C=CC(=C2)N(C(=O)C=2C=C(C=CC2)N2N=CC=C2C)C 1-[3-[1,3-benzodioxol-5-yl(methyl)carbamoyl]phenyl]-5-methyl-pyrazole